2-{6-[(5-methoxypyrazin-2-yl)methoxy]pyridin-3-yl}-3-(methylamino)imidazo[1,2-a]pyridine-7-carbonitrile COC=1N=CC(=NC1)COC1=CC=C(C=N1)C=1N=C2N(C=CC(=C2)C#N)C1NC